CCCCCCCCCCCCCC(=O)O[C@H](COC(=O)CCC/C=C\C/C=C\C/C=C\C/C=C\C/C=C\CC)COP(=O)(O)OC[C@H](CO)O 1-(5Z,8Z,11Z,14Z,17Z-eicosapentaenoyl)-2-tetradecanoyl-glycero-3-phospho-(1'-sn-glycerol)